C(C)(C)(C)OC(COC=1C=2C3=C(C(N(C3=CC1)[C@H]1C(NC(CC1)=O)=O)=O)C=CC2)=O.ClC2=C(C=C(CNC1=C(C=C(C(=C1)SCC(F)(F)F)C)F)C=C2)F N-(4-chloro-3-fluorobenzyl)-2-fluoro-4-methyl-5-((2,2,2-trifluoroethyl)thio)aniline tert-butyl-2-[1-[(3R)-2,6-dioxo-3-piperidyl]-2-oxo-benzo[cd]indol-6-yl]oxyacetate